C(CCCCCC)C(CC(C(=O)O)(C(=O)O)CC(=C)C(=O)OCCCCCCCC)=C 2-(2-heptanylallyl)-2-(2-octyloxycarbonylallyl)-malonic acid